N1(CCCC1)CCO 2-(pyrrolidin-1-yl)ethanol